O=C1N(C2=CC=CC=C2C12CNC2)C2C(NC(CC2)=O)=O 3-(2'-Oxospiro[azetidine-3,3'-indoline]-1'-yl)piperidine-2,6-dione